FC(OC=1C=C(C=NC1)C1=NN(C(=C1)C1CCC(CC1)N1CC2(C1)CCOCC2)C(C)C)F 2-((1s,4s)-4-(3-(5-(Difluoromethoxy)pyridin-3-yl)-1-isopropyl-1H-pyrazol-5-yl)cyclohexyl)-7-oxa-2-azaspiro[3.5]nonane